(4-(2-(4-methylpiperazin-1-yl)ethyl)-3-oxo-3,4-dihydro-2H-benzo[b][1,4]thiazin-6-yl)pyridine CN1CCN(CC1)CCN1C2=C(SCC1=O)C=CC(=C2)C2=NC=CC=C2